The molecule is a dipeptide obtained by formal condensation of the carboxy group of N-acetyl-L-methionine with the amino group of L-isoleucine. It is an acetamide and a dipeptide. CC[C@H](C)[C@@H](C(=O)O)NC(=O)[C@H](CCSC)NC(=O)C